(+/-)-4-(3-(2-chloro-4-(tetrahydrofuran-2-yl)phenyl)-1,4-oxazepan-4-yl)-6-methylpyrimidin-2-amine ClC1=C(C=CC(=C1)C1OCCC1)C1COCCCN1C1=NC(=NC(=C1)C)N